(9H-fluoren-9-yl)methyl (4R,7S)-7-(hydroxymethyl)-1-oxa-6-azaspiro[3.5]nonane-6-carboxylate OC[C@H]1N(C[C@]2(CCO2)CC1)C(=O)OCC1C2=CC=CC=C2C=2C=CC=CC12